trans-N-(6,8-dichloro-2,7-naphthyridin-3-yl)-2-(1-tetrahydropyran-2-ylpyrazol-4-yl)cyclopropanecarboxamide ClC=1C=C2C=C(N=CC2=C(N1)Cl)NC(=O)[C@H]1[C@@H](C1)C=1C=NN(C1)C1OCCCC1